Tert-butyl (2R,4S)-4-((4-(2-((2,6-dimethylpyrimidin-4-yl)amino)pyrazolo[1,5-a]pyridin-5-yl)-5-methylisoxazol-3-yl)oxy)-2-methylpyrrolidine-1-carboxylate CC1=NC(=CC(=N1)NC1=NN2C(C=C(C=C2)C=2C(=NOC2C)O[C@H]2C[C@H](N(C2)C(=O)OC(C)(C)C)C)=C1)C